2-{4-[4-(3-Methoxy-phenyl)-1-methyl-6-oxo-1,6-dihydro-pyridin-3-yl]-pyrazol-1-yl}-benzonitrile COC=1C=C(C=CC1)C=1C(=CN(C(C1)=O)C)C=1C=NN(C1)C1=C(C#N)C=CC=C1